(R)-(5-(1-methyl-1H-pyrazol-4-yl)-1,3,4-thiadiazol-2-yl)(4-(pyrazolo[1,5-a]pyridin-2-yl)-1,4,6,7-tetrahydro-5H-imidazo[4,5-c]pyridin-5-yl)methanone CN1N=CC(=C1)C1=NN=C(S1)C(=O)N1[C@H](C2=C(CC1)NC=N2)C2=NN1C(C=CC=C1)=C2